(2S,4R)-1-(2-(3-Acetyl-5-(2-methylpyrimidin-5-yl)-1H-pyrazolo[3,4-c]pyridine-1-yl)acetyl)-N-(6-bromopyridin-2-yl)4-fluoro-N-methylpyrrolidine-2-carboxamide C(C)(=O)C1=NN(C2=CN=C(C=C21)C=2C=NC(=NC2)C)CC(=O)N2[C@@H](C[C@H](C2)F)C(=O)N(C)C2=NC(=CC=C2)Br